cyclopentadienyl-tungsten (II) C1(C=CC=C1)[W+]